CN1CCC(CC1)C1(OCC1)C1=NC2=CC(=NC=C2C=C1)N 2-[2-(1-methylpiperidin-4-yl)oxetan-2-yl]-1,6-naphthyridin-7-amine